FC1=C(C=CC(=C1)F)C1=CN=C(N1)[C@H](C)NC(=O)[C@H](CC(=O)N1[C@H](CCCC1)C)NC(=O)C1CC(C1)(C)C N-[(1S)-1-[[(1S)-1-[5-(2,4-difluorophenyl)-1H-imidazol-2-yl]ethyl]carbamoyl]-3-[(2S)-2-methyl-1-piperidyl]-3-oxo-propyl]-3,3-dimethyl-cyclobutanecarboxamide